NC(C)C=1C=C(C=C2C(N(C(=NC12)N1CCOCC1)CC1COCC1)=O)C 8-(1-aminoethyl)-6-methyl-2-morpholino-3-(tetrahydrofuran-3-ylmethyl)quinazolin-4-one